copper(III) triflate [O-]S(=O)(=O)C(F)(F)F.[Cu+3].[O-]S(=O)(=O)C(F)(F)F.[O-]S(=O)(=O)C(F)(F)F